O1C=C(C=C1)C(=O)N1N=C(C=C1SCC1=CC=CC=C1)C1CN(C(C1C)=O)C(=O)N1CCOCC1 4-({[1-(Furan-3-carbonyl)-3-[4-methyl-1-(morpholin-4-carbonyl)-5-oxopyrrolidin-3-yl]-1H-pyrazol-5-yl]sulfanyl}methyl)benzol